COC1=NC=C(C=C1C(F)(F)F)NC1=NC=C(C(=N1)NC=1C=CC2=C(NC(O2)=O)C1)C N2-(2-methoxy-3-trifluoromethylpyridin-5-yl)-5-methyl-N4-(2-oxo-2,3-dihydro-1,3-benzoxazol-5-yl)-2,4-pyrimidinediamine